N-(1-((3-((2-(5,6-difluoroisoindolin-2-yl)-2-oxoethyl)amino)adamantan-1-yl)amino)-1-oxo-5,8,11-trioxa-2-azatridecan-13-yl)-5-(2-oxohexahydro-1H-thieno[3,4-d]imidazol-4-yl)pentanamide FC=1C=C2CN(CC2=CC1F)C(CNC12CC3(CC(CC(C1)C3)C2)NC(NCCOCCOCCOCCNC(CCCCC2SCC3NC(NC32)=O)=O)=O)=O